Cl.N1(CCCCC1)C1CCN(CC1)C(=O)OCCl chloromethyl [1,4'-bipiperidine]-1'-carboxylate hydrochloride